2-methyl-1,9-nonanediol CC(CO)CCCCCCCO